FC1=C(C=CC=C1)C1=NC2=CC=C(C=C2C=C1C1=CC=CC=C1)NC(CCC(CC)=O)=O N-(2-(2-fluorophenyl)-3-phenylquinolin-6-yl)-4-oxohexanamide